ClC1=C(C=C(C=C1)NC(C(=O)C1=C(C=C(C=C1F)OC1=CC=NC2=CC(=C(C=C12)OC)OC)F)=O)C(F)(F)F (4-chloro-3-(trifluoromethyl)phenyl)-2-(4-((6,7-dimethoxyquinolin-4-yl)oxy)-2,6-difluorophenyl)-2-oxoacetamide